N1C=CC2=CC=C(C=C12)NC=1N=CC2=C(N1)CN(CC2)C(=O)OC(C)(C)C tert-butyl 2-((1H-indol-6-yl)amino)-5,6-dihydropyrido[3,4-d]pyrimidine-7(8H)-carboxylate